2-[[4-(4-benzyloxy-2,3-difluoro-phenyl)-5-(2-pyridyl)pyrazol-1-yl]methoxy]ethyl-trimethyl-silane C(C1=CC=CC=C1)OC1=C(C(=C(C=C1)C=1C=NN(C1C1=NC=CC=C1)COCC[Si](C)(C)C)F)F